C(#C)C1N(C(CCC1)C)C(=O)OC(C)(C)C tert-butyl 2-ethynyl-6-methylpiperidine-1-carboxylate